C#N methanenitrile